4,5-dichloro-2-((2R,4R)-rel-2-(hydroxymethyl)piperidin-4-yl)phenol ClC1=CC(=C(C=C1Cl)O)[C@H]1C[C@@H](NCC1)CO |o1:9,11|